1-(6-fluoropyridin-3-yl)-1H-1,2,3-triazole-4-carboxamide FC1=CC=C(C=N1)N1N=NC(=C1)C(=O)N